((1s,3s)-1-(3-bromophenyl)-3-methylcyclobutyl)-4-methyl-4H-1,2,4-triazole BrC=1C=C(C=CC1)C1(CC(C1)C)C1=NN=CN1C